Pentanamidine C(CCCC)(=N)N